(R)-methyl azetidine-2-carboxylate hydrochloride Cl.N1[C@H](CC1)C(=O)OC